O=C1N(C(CCC1N1C(N(CC1)C1=CC=C(C=C1)OCCOCC(C)=O)=O)=O)C(=O)OC(C)(C)C Tert-Butyl 2,6-dioxo-3-(2-oxo-3-(4-(2-(2-oxopropoxy)ethoxy)phenyl)imidazolidin-1-yl)piperidine-1-carboxylate